4-methoxy-N-(4-(pyrimidin-5-yl)pentyl)benzenesulfonamide COC1=CC=C(C=C1)S(=O)(=O)NCCCC(C)C=1C=NC=NC1